FC1=C(C(=O)N[C@H](C(=O)OC)CC2=CC=C(C=3N2C=CN3)C3=NC=CC(=C3C(F)(F)F)C)C(=CC(=C1)N1[C@H](COCC1)C(F)(F)F)F methyl (S)-2-(2,6-difluoro-4-((R)-3-(trifluoromethyl)morpholino) benzamido)-3-(8-(4-methyl-3-(trifluoromethyl)pyridin-2-yl)imidazo[1,2-a]pyridin-5-yl)propanoate